C(C)S(=O)(=O)C=1C=NC2=CC=CC=C2C1C1=CC=CC=C1 3-(ethylsulfonyl)-4-phenylquinoline